4-{[6-(5-chloro-2-fluorophenyl)pyridazin-4-yl]amino}-quinolin-7-yl 4-(1-methyl-piperidin-4-yl)piperazine-1-carboxylate CN1CCC(CC1)N1CCN(CC1)C(=O)OC1=CC=C2C(=CC=NC2=C1)NC1=CN=NC(=C1)C1=C(C=CC(=C1)Cl)F